3,4'-dihydroxy-5-acetoxy-tolan OC=1C=C(C=C(C1)OC(C)=O)C#CC1=CC=C(C=C1)O